3-(1-oxo-4-((2-(2-(2-(piperazin-1-yl)ethoxy)ethoxy)ethyl)thio)isoindolin-2-yl)piperidine-2,6-dione O=C1N(CC2=C(C=CC=C12)SCCOCCOCCN1CCNCC1)C1C(NC(CC1)=O)=O